4-(2-((R)-1-(1-(3-isopropyl-1,2,4-oxadiazol-5-yl)piperidin-4-yl)ethoxy)imidazo[2,1-b][1,3,4]thiadiazol-6-yl)-3-fluorobenzonitrile C(C)(C)C1=NOC(=N1)N1CCC(CC1)[C@@H](C)OC1=NN2C(S1)=NC(=C2)C2=C(C=C(C#N)C=C2)F